C(C)(C)(C)OC(NCCOC1=C(C=C(C=C1)NC(=O)NC1=C(C=C(C=C1)F)F)C=1N(N=CC1Br)C)=O (2-{2-(4-Bromo-2-methyl-2H-pyrazol-3-yl)-4-[3-(2,4-difluoro-phenyl)-ureido]-phenoxy}-ethyl)-carbamic acid tert-butyl ester